FC=1C=C(C=C(C1)F)[C@@H]1CCN2N1C(C1(C2)CCN(CC1)C(=O)C1=NN(C=C1)C)=O (S)-7'-(3,5-difluorophenyl)-1-(1-methyl-1H-pyrazole-3-carbonyl)dihydro-1'H,3'H,5'H-spiro[piperidine-4,2'-pyrazolo[1,2-a]pyrazol]-1'-one